C1(CC2C(CC1)O2)CO[Si](OC)(C)CC (3,4-epoxycyclohexyl)-ethylmethyldimethoxysilane